tert-butyl 2-hydroxy-6-(4-(methoxycarbonyl) phenyl)-2-methyl-7-azaspiro[3.5]nonane-7-carboxylate OC1(CC2(C1)CC(N(CC2)C(=O)OC(C)(C)C)C2=CC=C(C=C2)C(=O)OC)C